FCS(=O)(=O)N[C@@H]1[C@@H](N(CC12CC2)C([C@H](C)F)=O)CC=2C(=C(C=CC2)C2=CC(=CC(=C2)F)F)F 1-fluoro-N-((6S,7S)-5-((S)-2-fluoropropanoyl)-6-((2,3',5'-trifluoro-[1,1'-biphenyl]-3-yl)methyl)-5-azaspiro[2.4]heptan-7-yl)methanesulfonamide